OC1=C2C(C(=COC2=CC(=C1)O)O[C@@H]1OC[C@@H]([C@@H]([C@H]1O)O)O)=O 5,7-dihydroxy-3-{[(2S,3R,4S,5S)-3,4,5-trihydroxyoxan-2-yl]oxy}-4H-chromen-4-one